C(C)OC1=NC=C(C(=O)NC2=CC(=CC=C2)[C@H](C)NC=2N=C3C(=NC2)NC=C3C)C=C1 (S)-6-ethoxy-N-(3-(1-((7-methyl-5H-pyrrolo[2,3-b]pyrazin-2-yl)amino)ethyl)phenyl)nicotinamide